5-{7-[1-(cyclopropylmethyl)pyrrolidin-3-yl]-1-fluoro-3-hydroxy-5,6,7,8-tetrahydronaphthalen-2-yl}-1λ6,2,5-thiadiazolidine-1,1,3-trione C1(CC1)CN1CC(CC1)C1CCC=2C=C(C(=C(C2C1)F)N1CC(NS1(=O)=O)=O)O